ClC1=CC(=C(C=C1)C=1CCCC2=C(C1C1=CC=C(C=C1)CC1CN(C1)CCC(F)F)C=CC(=C2)C(=O)O)C 8-(4-chloro-2-methylphenyl)-9-(4-((1-(3,3-difluoropropyl)azetidin-3-yl)methyl)phenyl)-6,7-dihydro-5H-benzo[7]annulene-3-carboxylic acid